NCCNC(C)S(=O)(=O)[O-] N-(2-aminoethyl)aminoethanesulfonate